IC1=CC=C(C(=O)O)C=C1.O1C=C(C=C1)C(=O)N (furan-3-amide) 4-iodobenzoate